8-chloro-6-(N-(3-methyloxetane-3-yl)-N-((2-(trimethylsilyl)ethoxy)methyl)sulfamoyl)imidazo[1,5-a]pyridine-3-carboxylic acid methyl ester COC(=O)C1=NC=C2N1C=C(C=C2Cl)S(N(COCC[Si](C)(C)C)C2(COC2)C)(=O)=O